CC1(C(OC2(O1)CCCCC2)C(CC(=O)C2=CC=CC=C2)C)C 3-(3,3-dimethyl-1,4-dioxaspiro[4.5]decan-2-yl)-1-phenylbutan-1-one